C(C1=CC=CC=C1)(=O)C(C(=O)C1=CC=C(C=C1)N1CCOCC1)(CC)N(C)C 2-benzoyl-2-(dimethylamino)-1-[4-(4-morpholineyl)phenyl]-1-butanone